CC(C(CC)O)C 4-methyl-pentan-3-ol